C(C1=CC=CC=C1)OCC(CC)OCC1=CC=CC=C1 1,2-dibenzyloxybutane